C(C)(=O)O[C@H]1[C@@H](O[C@@H]([C@H]([C@@H]1OC(C)=O)OC(C)=O)COC(C)=O)O[C@H]1[C@H]([C@H](SC2=CC=C(C=C2)C)O[C@H]([C@@H]1OCC1=CC=C(C=C1)OC)C)OC(C)=O Para-methylphenyl 2,3,4,6-tetra-O-acetyl-beta-D-glucopyranosyl-(1→3)-2-O-acetyl-4-O-(para-methoxybenzyl)-1-thio-alpha-L-rhamnopyranoside